4-ACETOXY-4-METHYL-1-PENTANAL C(C)(=O)OC(CCC=O)(C)C